1,4-di((2-pyrazinyl)vinyl)benzene N1=C(C=NC=C1)C=CC1=CC=C(C=C1)C=CC1=NC=CN=C1